(1,3-dimethylimidazolidine-2-ylidene)(tricyclohexylphosphine) CN1C(N(CC1)C)=C1C(CCCC1)P(C1CCCCC1)C1CCCCC1